6-[4-(1H-pyrazol-1-yl)piperidin-1-yl]-2-azaspiro[3.4]octane-2-carboxylic acid ethyl ester C(C)OC(=O)N1CC2(C1)CC(CC2)N2CCC(CC2)N2N=CC=C2